C(C)(C)(C)OC(=O)N1[C@H](CN[C@@H](C1)C)C tert-butyl-(2S,5R)-2,5-dimethylpiperazine-1-carboxylate